ethyl 2-((4-(2-(4-chloro-2-fluorophenyl)-2-methylbenzo[d][1,3]dioxan-4-yl) piperidin-1-yl) methyl)-1-(((S)-oxetan-2-yl) methyl)-4,5,6,7-tetrahydro-1H-benzo[d]imidazole-6-carboxylate ClC1=CC(=C(C=C1)C1(OC(C2=C(O1)C=CC=C2)C2CCN(CC2)CC2=NC1=C(N2C[C@H]2OCC2)CC(CC1)C(=O)OCC)C)F